CC[C@H]1CN2CCC3=C(C(=C(C=C3[C@@H]2C[C@@H]1CCO)OC)OC)O The molecule is a pyridoisoquinoline that is 1,3,4,6,7,11b-hexahydro-2H-pyrido[2,1-a]isoquinoline which is substituted at positions 2, 3, and 8 by 2-hydroxyethyl, ethyl, and hydroxy groups, respectively, and by methoxy groups at positions 9 and 10 (the 2R,3R,11bS stereoisomer). It is a benzo[a]quinolizidine alkaloid isolated from the Indian medicinal plant Alangium lamarckii. It has a role as a plant metabolite. It is a member of isoquinolines, a member of phenols, a tertiary amino compound, an aromatic ether, a primary alcohol, an isoquinoline alkaloid and a pyridoisoquinoline.